C(#N)C1=C(OC=2C=C3C(N(C=NC3=CC2)CC2CCN(CC2)C(=O)OC(C)(C)C)=O)C(=CC=C1NS(N(C)CC)(=O)=O)F tert-butyl 4-[[6-[2-cyano-3-[[ethyl(methyl)sulfamoyl]amino]-6-fluoro-phenoxy]-4-oxo-quinazolin-3-yl]methyl]piperidine-1-carboxylate